tert-butyl (R)-(1-(6-(aminomethyl)pyridazin-3-yl)piperidin-3-yl)(cyclobutylmethyl)carbamate NCC1=CC=C(N=N1)N1C[C@@H](CCC1)N(C(OC(C)(C)C)=O)CC1CCC1